FC(CCN1CC2CCC(C1)N2C(=O)OC(C)(C)C)(F)F Tert-Butyl 3-(3,3,3-trifluoropropyl)-3,8-diazabicyclo[3.2.1]octane-8-carboxylate